2-Chloro-N-(1-(difluoromethyl)cyclopropyl)-4-fluoro-3-methylbenzamide ClC1=C(C(=O)NC2(CC2)C(F)F)C=CC(=C1C)F